Methylparaben COC(=O)C1=CC=C(O)C=C1